C(C)OC(=O)C=1N=CC=2N(C1)C(=C(N2)C)Br.C(C(C)C)[Si](OCCOCC)(OCCOCC)OCCOCC isobutyl-tris-(2-ethoxyethoxy)silane ethyl-3-bromo-2-methyl-imidazo[1,2-a]pyrazine-6-carboxylate